N(=[N+]=[N-])CC1=CC=C(C=C1)S(=O)(=O)N 4-(azidomethyl)benzene-1-sulfonamide